4-chloro-N-(1-(methylsulfonyl)piperidin-4-yl)-5-(difluoromethyl)pyrimidin-2-amine ClC1=NC(=NC=C1C(F)F)NC1CCN(CC1)S(=O)(=O)C